ClC1=C(C=CC=2C(=C3N(C12)CCN(C3)C(COCC(=O)N(C)C)=O)C=3C=NNC3)Cl 2-(2-(6,7-Dichloro-10-(1H-pyrazol-4-yl)-3,4-dihydropyrazino[1,2-a]indol-2(1H)-yl)-2-oxoethoxy)-N,N-dimethylacetamide